(S)-2-(3-fluoro-5-(2-fluoropropan-2-yl)-2-methoxyphenyl)-2-((R)-3-((5-(4-methoxy-5,6,7,8-tetrahydro-1,8-naphthyridin-2-yl)pentyl)oxy)pyrrolidin-1-yl)acetic acid FC=1C(=C(C=C(C1)C(C)(C)F)[C@@H](C(=O)O)N1C[C@@H](CC1)OCCCCCC1=NC=2NCCCC2C(=C1)OC)OC